N-(2-(4-methylpiperazin-1-yl)-5-(4-((3-morpholinopropyl)carbamoyl)-1H-1,2,3-triazol-1-yl)phenyl)-2-(methylsulfinyl)-4-(trifluoromethyl)pyrimidine-5-carboxamide CN1CCN(CC1)C1=C(C=C(C=C1)N1N=NC(=C1)C(NCCCN1CCOCC1)=O)NC(=O)C=1C(=NC(=NC1)S(=O)C)C(F)(F)F